tert-butyl (2S,SR)-2,5-dimethyl-4-(quinolin-8-yl)piperazine-1-carboxylate C[C@@H]1N(C[C@@H](N(C1)C=1C=CC=C2C=CC=NC12)C)C(=O)OC(C)(C)C |&1:4|